C(C)C(C(=O)[O-])CCCC.[Sn+2].CC1=C(C(NC(=C1)C)=O)CC1=C(C(=C(C(=O)N)C=C1NC)C)N(C1CCOCC1)CC(C)C ((4,6-dimethyl-2-oxo-1,2-dihydropyridin-3-yl)methyl)-3-(isobutyl-(tetrahydro-2H-pyran-4-yl)amino)-2-methyl-5-(methylamino)benzamide tin (II) mono(2-ethylhexanoate)